3-fluoro-N-(4-fluoro-3-{5-[(1S,4S)-2-oxa-5-azabicyclo[2.2.1]heptan-5-yl]-2H-pyrazolo[3,4-b]pyridin-2-yl}phenyl)azetidine-1-carboxamide FC1CN(C1)C(=O)NC1=CC(=C(C=C1)F)N1N=C2N=CC(=CC2=C1)N1[C@@H]2CO[C@H](C1)C2